Hydroxy-1-(hydroxyacetyl)-9a,11a-dimethyl-2,3,3a,3b,4,5,8,9,9a,9b,11,11a-dodecahydro-7H-cyclopenta[a]phenanthrene-7,10(1H)-dione OC1(CCC2C1(CC(C1C3(CCC(C=C3CCC21)=O)C)=O)C)C(CO)=O